2,5-Difluoroanilin FC1=C(N)C=C(C=C1)F